ClC1=CC=C(C=C1)NC(\C=C\OCC)=O (E)-N-(4-chlorophenyl)-3-ethoxy-prop-2-enamide